COC=1C=C2C=NN(C2=C(C1)NS(=O)(=O)C=1C=NN(C1)C1=CC(=NC=C1)C(F)(F)F)C N-(5-METHOXY-1-METHYL-1H-INDAZOL-7-YL)-1-(2-(TRIFLUOROMETHYL)PYRIDIN-4-YL)-1H-PYRAZOLE-4-SULFONAMIDE